n-butyl mercaptopropionate SC(C(=O)OCCCC)C